3-(7-Cyclopropyl-6-((6-(oxetan-3-yl)-5,6,7,8-tetrahydro-1,6-naphthyridin-2-yl)methoxy)-[1,2,4]triazolo[4,3-b]pyridazin-3-yl)-5-methylisoxazole C1(CC1)C1=CC=2N(N=C1OCC1=NC=3CCN(CC3C=C1)C1COC1)C(=NN2)C2=NOC(=C2)C